BrC1=CC=C(C=C1)CN(C(=O)[C@H]1CNCCC1)C1CC1 (3R)-3-{[(4-bromophenyl)methyl](cyclopropyl)carbamoyl}piperidin